4-(5-methylhexahydropyrrolo[3,4-c]pyrrol-2(1H)-yl)-1H-benzo[d]imidazole CN1CC2C(C1)CN(C2)C2=CC=CC=1NC=NC12